(3S)-3-(2-(5-(2-(dimethylamino)ethyl)-2-oxo-4-(trifluoromethyl)pyridin-1(2H)-yl)pentanamido)-3-(4-fluoro-2',5,6'-trimethyl-[1,1'-biphenyl]-3-yl)propanoic acid CN(CCC=1C(=CC(N(C1)C(C(=O)N[C@@H](CC(=O)O)C=1C=C(C=C(C1F)C)C1=C(C=CC=C1C)C)CCC)=O)C(F)(F)F)C